Amylsalicylate C(CCCC)OC=1C(C(=O)[O-])=CC=CC1